COC(=O)C=1N(SC2=C(C1O)SC(=C2)Cl)C 6-chloro-4-hydroxy-2-methyl-2H-thieno[2,3-e]-1,2-thiazinecarboxylic acid methyl ester